[Cl-].C(CCCCCCC\C=C/CCCCCCCC)OC(CC[N+](CCCCCCCC\C=C/CCCCCCCC)(CCCCCCCC\C=C/CCCCCCCC)CCCCCCCC\C=C/CCCCCCCC)COCCCCCCCC\C=C/CCCCCCCC (2,3-dioleoxypropyl)trioleyl-Methyl-ammonium chloride